OC(CN(C(CCC(=O)OCCN1CCN(CC1)CCSSCCCCN(CC(CCCCCCCCCC)O)CC(CCCCCCCCCC)O)C)CC(CCCCCC\C=C/CCCCCCCC)O)CCCCCC\C=C/CCCCCCCC 2-(4-(2-((4-(Bis(2-hydroxydodecyl)amino) butyl)disulfaneyl)ethyl)piperazin-1-yl)ethyl 4-(bis((Z)-2-hydroxyoctadec-9-en-1-yl)amino)pentanoate